O=C1NC(CCC1N1C=NC2=C1C=CC(=C2)N[C@@H]2[C@H](CN(CC2)C(=O)OC(C)(C)C)F)=O tert-butyl (3S,4S)-4-[[1-(2,6-dioxo-3-piperidyl)benzimidazol-5-yl]amino]-3-fluoro-piperidine-1-carboxylate